6-[(3R)-3-{bis[(2S,3R,4R,5R)-2,3,4,5,6-pentahydroxyhexyl]Amino}pyrrolidine-1-carbonyl]-1,3-diethyl-1H-1,3-benzodiazole O[C@@H](CN([C@H]1CN(CC1)C(=O)C=1C=CC2=C(N(CN2CC)CC)C1)C[C@@H]([C@H]([C@@H]([C@@H](CO)O)O)O)O)[C@H]([C@@H]([C@@H](CO)O)O)O